tert-butyl (2R,3S,4S)-4-[(tert-butoxycarbonyl)oxy]-2-[(4-methoxyphenyl)methyl]-3-({2-[4-(2-methylpropyl)phenyl]acetyl}oxy)pyrrolidine-1-carboxylate C(C)(C)(C)OC(=O)O[C@@H]1[C@H]([C@H](N(C1)C(=O)OC(C)(C)C)CC1=CC=C(C=C1)OC)OC(CC1=CC=C(C=C1)CC(C)C)=O